C(C)[C@]12N(C=3C(=NN=C(C3)C3=C(C(=CC=C3)F)O)NC1)C[C@@H](C2)SC2=NC=C(C(=C2)C)CO 2-((6aR,8R)-6a-ethyl-8-((5-(hydroxymethyl)-4-methylpyridin-2-yl)thio)-5,6,6a,7,8,9-hexahydropyrrolo[1',2':4,5]pyrazino[2,3-c]pyridazin-2-yl)-6-fluorophenol